tert-butyl-2-chloro-N-[[6-[[3-[(3S)-5,5-dimethylpyrrolidin-3-yl]-1-(2-pyridyl)propyl]amino]-2-pyridyl]sulfonyl]pyridine-3-carboxamide C(C)(C)(C)C1=C(C(=NC=C1)Cl)C(=O)NS(=O)(=O)C1=NC(=CC=C1)NC(CC[C@@H]1CNC(C1)(C)C)C1=NC=CC=C1